2-(3,3-Difluorocyclopentyl)-2-(4-(2-methyl-2H-tetrazol-5-yl)phenyl)-N-(4-(trifluoromethyl)thiazol-2-yl)acetamide FC1(CC(CC1)C(C(=O)NC=1SC=C(N1)C(F)(F)F)C1=CC=C(C=C1)C=1N=NN(N1)C)F